N=1C=CN2C1C=CC(=C2)C2=CNC=1N=C(N=C(C12)OC)NC1CCC2(COC2)CC1 5-(imidazo[1,2-a]pyridin-6-yl)-4-methoxy-N-(2-oxaspiro[3.5]nonan-7-yl)-7H-pyrrolo[2,3-d]pyrimidin-2-amine